2,11-dihydroimidazo[1',5':1,2]pyrido[3,4-b]indol-4-ium chloride [Cl-].C=1NC=[N+]2C1C=1NC3=CC=CC=C3C1C=C2